BrC=1C(=NC(=NC1OCCOC)N)OC 5-bromo-4-methoxy-6-(2-methoxyethoxy)pyrimidin-2-amine